1-isopropyl-3-(4-(4-methyl-6-oxo-1,4,5,6-tetrahydropyridazine-3-yl)-2-nitrophenyl)guanidine C(C)(C)NC(=N)NC1=C(C=C(C=C1)C1=NNC(CC1C)=O)[N+](=O)[O-]